N[C@@H](C(C)C)C(=O)OC(C(=O)O)CC ((L-valyl)oxy)butyric acid